ClC1=C(C(NC2=CN=C(C=C12)Cl)=O)C#N 4,6-dichloro-2-oxo-1,2-dihydro-1,7-naphthyridine-3-carbonitrile